BrC(C(=O)OCCC[Si](OCC)(OCC)OCC)(C)C 3-(triethoxysilyl)propyl 2-bromo-2-methylpropanoate